N-({4-amino-1H,3H-furo[3,4-c]quinolin-7-yl}methyl)-2-cyclopropyl-N-(5-fluoro-2-methoxypyridin-3-yl)pyrimidine-5-carboxamide NC1=NC=2C=C(C=CC2C2=C1COC2)CN(C(=O)C=2C=NC(=NC2)C2CC2)C=2C(=NC=C(C2)F)OC